4-[5-chloro-6-oxo-2-(4-pyridinyl)-1H-pyrimidin-4-yl]piperazine-1-carboxylic acid tert-butyl ester C(C)(C)(C)OC(=O)N1CCN(CC1)C=1N=C(NC(C1Cl)=O)C1=CC=NC=C1